2-(2-((1-(4-chlorophenyl)ethylidene)hydrazineylidene)-4-oxothiazolidine-5-yl)acetyl chloride ClC1=CC=C(C=C1)C(C)=NN=C1SC(C(N1)=O)CC(=O)Cl